ON(C(C(C)(C)C)=O)CC=1C=CC=2NC3=CC=C(C=C3OC2C1)C(F)(F)F N-hydroxy-N-((7-(trifluoromethyl)-10H-phenoxazin-3-yl)methyl)pivalamide